NC1C2=CC(=CC=C2CC12CCNCC2)C(=O)N(C)C 1-amino-N,N-dimethyl-1,3-dihydrospiro[indene-2,4'-piperidine]-6-carboxamide